OS(=O)(=O)C(F)(F)F.ON=C(O)C=1C(=CC=C2C=CC=CC12)C(=O)O N-hydroxynaphthalenedicarboxylic acid imine triflate